O-(carboxymethyl)hydroxylamine hemi-hydrochloride Cl.C(=O)(O)CON.C(=O)(O)CON